C1(CCCCCC1)NC(OC1=CC(=CC=C1)C=1C=NC=C(C1)C=1SC=NN1)=O 3-(5-(1,3,4-thiadiazol-2-yl)pyridin-3-yl)phenyl cycloheptylcarbamate